3-amino-2-bromoquinoline NC=1C(=NC2=CC=CC=C2C1)Br